methyl 7-(3-methyl-6-nitroindolin-1-yl)-7-oxoheptanoate CC1CN(C2=CC(=CC=C12)[N+](=O)[O-])C(CCCCCC(=O)OC)=O